COC1=CC=2C(=NC(=C3CCC(NC23)(C)C)C(=C)C)C=C1OCCCN1CCCC1 9-methoxy-2,2-dimethyl-5-(prop-1-en-2-yl)-8-(3-(pyrrolidin-1-yl)propoxy)-1,2,3,4-tetrahydrobenzo[h][1,6]naphthyridine